O=C1NC(CCC1N1C(C2=CC=CC(=C2C1=O)C#CCCCN1CCN(CC1)C1CCN(CC1)C1=NC=C(C(=O)N2CCC(CC2)CCCCNC(\C=C\C=2C=NC=CC2)=O)C=C1)=O)=O (E)-N-(4-(1-(6-(4-(4-(5-(2-(2,6-dioxopiperidin-3-yl)-1,3-dioxoIsoindoline-4-yl)pent-4-yn-1-yl)piperazin-1-yl)piperidin-1-yl)nicotinoyl)piperidin-4-yl)butyl)-3-(Pyridin-3-yl)acrylamide